C(C)(C)(C)C1N2C(C3=CC(=C(C=C3C1)C=1C=NC(=NC1)OC)OC)=CC(C(=C2)C(=O)O)=O 6-tert-butyl-10-methoxy-9-(2-methoxypyrimidin-5-yl)-2-oxo-6,7-dihydro-2H-pyrido[2,1-a]isoquinoline-3-carboxylic acid